COC1CN(C1)C1=C(C2=CC=CC=C2C=C1)CC(CC1(CCOC2(CCCC2)C1)C1=NC=CC=C1)N ((2-(3-methoxyazetidin-1-yl)naphthalen-1-yl)methyl)-2-(9-(pyridin-2-yl)-6-oxaspiro[4.5]dec-9-yl)ethanamine